(1aR,5aR)-2-(1,1-Dioxo-hexahydro-1λ6-thiopyran-4-yl)-1a,2,5,5a-tetrahydro-1H-2,3-diaza-cyclopropa[a]pentalene-4-carboxylic acid (2-hydroxy-1,1-dimethyl-ethyl)-amide OCC(C)(C)NC(=O)C=1C=2C[C@@H]3[C@H](C2N(N1)C1CCS(CC1)(=O)=O)C3